C(C)(C)(C)C1=C(C(=NC(=C1)N1CCC(CC1)C(F)(F)F)C)N tert-butyl-2-methyl-6-(4-(trifluoromethyl)piperidin-1-yl)pyridin-3-amine